diethyl (4-acetylbenzyl)phosphonate C(C)(=O)C1=CC=C(CP(OCC)(OCC)=O)C=C1